B(C1=CC2=C(C=C1)N(N=C2)C)(O)O 1-methyl-1H-indazol-5-yl-5-boronic acid